N1C(=NC2=C1C=CC=C2)C(=O)C(C#N)=CC2=CC(=C(C(=C2)[N+](=O)[O-])O)O 2-(1H-benzo[d]imidazole-2-carbonyl)-3-(3,4-dihydroxy-5-nitrophenyl)acrylonitrile